FC1=CC(=C(C=C1F)NC1CCOCC1)B1OC(C(O1)(C)C)(C)C N-[4,5-difluoro-2-(4,4,5,5-tetramethyl-1,3,2-dioxaborolan-2-yl)phenyl]tetrahydropyran-4-amine